C(CCCCCCCCCCCCCCCCCCC)(=O)OCCCCCCCCCCCCCCCCCC octadecyl eicosanate